C(#N)[C@@H](C[C@H]1C(NCC1)=O)NC(=O)[C@@H]1N([C@H]2CC([C@@H]1CC2)(F)F)C([C@](C)(C2=CC=CC=C2)O)=O (1R,3R,4R)-N-((R)-1-cyano-2-((S)-2-oxopyrrolidin-3-yl)ethyl)-5,5-difluoro-2-((S)-2-hydroxy-2-phenylpropanoyl)-2-azabicyclo[2.2.2]octane-3-carboxamide